N[C@@H]1C(O[C@@H]([C@H]([C@@H]1O)O)CO)O (3S,4R,5S,6R)-3-amino-6-(hydroxymethyl)tetrahydro-2H-pyran-2,4,5-triol